ClC1=NC=C(C(=N1)C1=CNC2=CC(=CC=C12)C(=O)OC)C(F)(F)F methyl 3-(2-chloro-5-(trifluoromethyl) pyrimidin-4-yl)-1H-indole-6-carboxylate